[Si](C1=CC=CC=C1)(C1=CC=CC=C1)(C(C)(C)C)OCC=1C=C(C=CC1C(F)(F)F)C=1N=CC(=NC1)C1(CCC1)C#N 1-(5-(3-(((tert-butyldiphenylsilyl)oxy)methyl)-4-(trifluoromethyl)phenyl)pyrazin-2-yl)cyclobutanecarbonitrile